C[Si](C)(C)N([K])[Si](C)(C)C bis(trimethylsilyl)-aminopotassium